N1=C(C=CC=C1)C=1N=NC(=C(N1)C=1OC=CC1)C=1OC=CC1 3-(2-Pyridyl)-5,6-di(2-furyl)-1,2,4-triazine